C[N+](CCCCCCCCCCCCCC[N+](CCC)(C)C)(CCC)C tetradecamethylenebis(dimethylpropylammonium)